dimethylthioacetic acid (dimethylsulfonioacetate) C[S+](C)CC(=O)[O-].CC(C(=S)O)C